3-bromo-4-methyl-5-(trifluoromethyl)pyridin-2-ol BrC=1C(=NC=C(C1C)C(F)(F)F)O